CCCCCC(=O)OC[C@H](COP(=O)([O-])OCC[NH3+])OC(=O)CCCCC The molecule is 1,2-diacyl-sn-glycero-3-phosphoethanolamine zwitterion in which the acyl groups at positions 1 and 2 are both specified as hexanoyl. It derives from a hexanoate. It is a tautomer of a 1,2-dihexanoyl-sn-glycero-3-phosphoethanolamine.